CP(=O)(C)C1=CC(=C(C=C1)CC#C[NH-])OC (4-(dimethylphosphoryl)-2-methoxyphenyl)propynyl-amide